[4-(5-tert-butyl-1,2,4-oxadiazol-3-yl)-3-methyl-phenyl]-[4-(5-chlorooxazolo[4,5-b]pyridin-2-yl)piperazin-1-yl]methanone C(C)(C)(C)C1=NC(=NO1)C1=C(C=C(C=C1)C(=O)N1CCN(CC1)C=1OC=2C(=NC(=CC2)Cl)N1)C